C(CCCCCCC\C=C/CCCCCCCC)(=O)OCC1=CC=2OCOC2C=C1 piperonyl oleate